[2H]C1=C(C(=C(C(=C1[2H])[2H])[2H])[2H])[2H] benzene-d6